1-chloronaphthalen-2-yl (3S)-4-(N2-cyclohexyl-D-lysyl)-3-[(thiophen-2-ylmethyl)carbamoyl]piperazine-1-carboxylate C1(CCCCC1)N[C@H](CCCCN)C(=O)N1[C@@H](CN(CC1)C(=O)OC1=C(C2=CC=CC=C2C=C1)Cl)C(NCC=1SC=CC1)=O